C(N)(=O)C=1C=C(C=CC1F)NC(=O)[C@H]1O[C@]([C@H]([C@H]1C1=C(C(=C(C=C1)F)F)OC)C)(C(F)(F)F)C (2S,3S,4S,5R)-N-(3-carbamoyl-4-fluoro-phenyl)-3-(3,4-difluoro-2-methoxy-phenyl)-4,5-dimethyl-5-(trifluoromethyl)tetrahydrofuran-2-carboxamide